C1(=CC=CC=C1)NCC(=O)OCCCCCC N-phenylglycine, hexyl ester